P(=O)(O)([O-])[O-].[NH4+].[NH4+].BrC1=C(C(=C(OCCOC2=C(C(=C(C=C2)Br)Br)Br)C=C1)Br)Br 1,2-bis(tri-bromophenoxy)ethane di-ammonium hydrogen phosphate